C(C(CC(CC)O)O)O 1,2,4-hexanetriol